[NH4+].C=CCCCCCCCC decene ammonium salt